6-mercapto-1-hexyltrimethoxysilane SCCCCCC[Si](OC)(OC)OC